FC1=C(CS(=NC(C2=CC=C(C=C2)C2=NOC(=N2)C(F)(F)F)=O)(=O)C)C=CC=C1 N-((2-fluorobenzyl)(methyl)(oxo)-λ6-sulfaneylidene)-4-(5-(trifluoromethyl)-1,2,4-oxadiazol-3-yl)benzamide